ethyl 6-bromo-1-[(3,3-difluorocyclobutyl)methyl]-7-fluoro-4-hydroxy-2-oxo-quinoline-3-carboxylate Diethyl-propanedioate C(C)C(C(=O)O)(C(=O)O)CC.BrC=1C=C2C(=C(C(N(C2=CC1F)CC1CC(C1)(F)F)=O)C(=O)OCC)O